[8-chloro-7-fluoro-3-(methoxymethoxy)-1-naphthyl] trifluoromethanesulfonate FC(S(=O)(=O)OC1=CC(=CC2=CC=C(C(=C12)Cl)F)OCOC)(F)F